m-propenyl-α,α-dimethylbenzylisocyanate C(=CC)C=1C=C(C(C)(C)N=C=O)C=CC1